ClC1=CC=C(C(=N1)C(C)N)N1N=CC=N1 1-[6-chloro-3-(triazol-2-yl)-2-pyridyl]ethan-amine